(2-(4-nitrobenzyl)-1,2,3,4-tetrahydroisoquinolin-5-yl)-3-(4-methoxyphenyl)propionic acid [N+](=O)([O-])C1=CC=C(CN2CC3=CC=CC(=C3CC2)C(C(=O)O)CC2=CC=C(C=C2)OC)C=C1